2-(2-hydroxy-4,6-dimethylphenyl)-6-[(propan-2-yl)oxy]-2,5-dihydro-4H-pyrazolo[3,4-d]pyrimidin-4-one OC1=C(C(=CC(=C1)C)C)N1N=C2N=C(NC(C2=C1)=O)OC(C)C